7-(Difluoromethyl)-2-(4'-fluoro-2'-(4-methyl-4H-1,2,4-triazol-3-yl)-[1,1'-biphenyl]-3-yl)benzo[d]oxazole-5-carbaldehyde FC(C1=CC(=CC=2N=C(OC21)C=2C=C(C=CC2)C2=C(C=C(C=C2)F)C2=NN=CN2C)C=O)F